2-(6-(((R)-1-(3-(difluoromethyl)-2-fluorophenyl)ethyl)amino)-5-(1,3-dioxolane-2-yl)-2-methoxypyrimidin-4-yl)-N-(1H-imidazol-1-yl)propionamide FC(C=1C(=C(C=CC1)[C@@H](C)NC1=C(C(=NC(=N1)OC)C(C(=O)NN1C=NC=C1)C)C1OCCO1)F)F